(4-(3-chloropropoxy)phenyl)-3-hydroxy-6-fluoroquinoline ClCCCOC1=CC=C(C=C1)C1=NC2=CC=C(C=C2C=C1O)F